COC[C@H](C)OC1=NC=CC=C1 2-(((S)-1-methoxypropan-2-yl)oxy)pyridin